FC1=C(C(=C(C(=C1[B-](C1=C(C(=C(C(=C1F)F)F)F)F)(C1=C(C(=C(C(=C1F)F)F)F)F)C1=C(C(=C(C(=C1F)F)F)F)F)F)F)F)F.C(CCC)[P+](CCCCCCCC)(CCCC)CCCC tributyl-n-octylphosphonium tetrakis(pentafluorophenyl)borate